C(C1=CC=CC=C1)OC=1C=CC2=C(CN(S(O2)(=O)=O)[C@H](C)C2=C(C=CC(=C2)Br)C)C1 6-(benzyloxy)-3-[(1R)-1-(5-bromo-2-methylphenyl)ethyl]-3,4-dihydro-2H-1,2λ6,3-benzoxathiazine-2,2-dione